(R)-tert-Butyl 3-(N-(4-methyl-3-((1-(naphthalen-1-yl)ethyl)carbamoyl)phenyl)acetamido)azetidine-1-carboxylate CC1=C(C=C(C=C1)N(C(C)=O)C1CN(C1)C(=O)OC(C)(C)C)C(N[C@H](C)C1=CC=CC2=CC=CC=C12)=O